C[C@@H]1CN(C[C@@H](O1)C=1C=NN(C1)CC1COC1)S(=O)(=O)C1=CC=C(C=C1)C (2R,6S)-2-methyl-6-[1-(oxetan-3-ylmethyl)pyrazol-4-yl]-4-(p-tolylsulfonyl)morpholine